ClC=1C=C(C(=O)NC2=CC=C(C=C2)N)C=CC1N 3-chloro-4,4'-diaminobenzanilide